COC([C@@H](C1=CC=CC=C1)N1N=C2C=C(C=CC2=C1)I)=O |r| (2RS)-2-(6-iodoindazol-2-yl)-2-phenyl-acetic acid methyl ester